ClC1=NC=C(C(=C1F)NC(=O)C1=C(OC(=CC1=O)C)C)C N-(2-chloro-3-fluoro-5-methylpyridin-4-yl)-2,6-dimethyl-4-oxo-4H-pyran-3-carboxamide